ClC1=C(C=C(C(=O)N(C)[C@H]2CN(CC2)C2CCCCC2)C=C1)C1=NC2=CC=CC=C2C=C1C#N 4-chloro-3-(3-cyanoquinolin-2-yl)-N-[(3R)-1-cyclohexylpyrrolidin-3-yl]-N-methylbenzamide